O=C1NC(CCC1C1=CC=C(CN2CCC(CC2)N2CCN(CC2)C2=CC(=C(C=C2C)NC2=NC=C(C(=C2)NC2=C(C(=O)NC)C=CC=C2)C(F)(F)F)OC(C)C)C=C1)=O 2-((2-((4-(4-(1-(4-(2,6-dioxopiperidin-3-yl)benzyl)piperidin-4-yl)piperazin-1-yl)-2-isopropoxy-5-methylphenyl)amino)-5-(trifluoromethyl)pyridin-4-yl)amino)-N-methylbenzamide